5-((1S,5R)-1-(5-amino-1,3,4-oxadiazol-2-yl)-5-(trifluoromethyl)-3-azabicyclo[3.1.0]hexan-3-yl)quinoline-8-carbonitrile NC1=NN=C(O1)[C@@]12CN(C[C@]2(C1)C(F)(F)F)C1=C2C=CC=NC2=C(C=C1)C#N